ClC1=CC=C2C(=CNC2=C1C1=NC=NC(=C1)C)S(=O)(=O)NC1=NC(=C(C(=N1)OC)OCC(F)F)OC 6-chloro-N-[5-(2,2-difluoroethoxy)-4,6-dimethoxy-pyrimidin-2-yl]-7-(6-methylpyrimidin-4-yl)-1H-indole-3-sulfonamide